4-Hexan-3-ylbenzene-1,3-diol CCC(CCC)C1=C(C=C(C=C1)O)O